2-benzyloxyethanamine C(C1=CC=CC=C1)OCCN